2-diethylamino-1,3-diethyl-imidazolinium C(C)N(C1[NH+](CCN1CC)CC)CC